6-hydroxy-2,4-dimethylhexan-3-one OCCC(C(C(C)C)=O)C